bis(trimethylsilyl)silyl-trimethyl-silane C[Si](C)(C)[SiH]([Si](C)(C)C)[Si](C)(C)C